C(#N)N1C(N(C=C1)C)Cl 1-cyano-3-methylimidazolyl chloride